(Octahydro-4,7-methano-1H-inden-5-yl)methyl 2-methyl-2-propenoate CC(C(=O)OCC1C2C3CCCC3C(C1)C2)=C